4-bromo-1-(3-hydroxycyclobutyl)-5-phenylpyridin-2-one BrC1=CC(N(C=C1C1=CC=CC=C1)C1CC(C1)O)=O